C1=CC=C(C(=C1)C(=O)O)F Fluorobenzoic acid